CCCCC/C=C\\C/C=C\\C/C=C\\C/C=C\\CCCCCCCCCCCCCCCCCCC[C@H](CC(=O)SCCNC(=O)CCNC(=O)[C@@H](C(C)(C)COP(=O)(O)OP(=O)(O)OC[C@@H]1[C@H]([C@H]([C@@H](O1)N2C=NC3=C(N=CN=C32)N)O)OP(=O)(O)O)O)O The molecule is an unsaturated fatty acyl-CoA that results from the formal condensation of the thiol group of coenzyme A with the carboxy group of (3R,23Z,26Z,29Z,32Z)-3-hydroxyoctatriacontatetraenoic acid. It is a (R)-3-hydroxyacyl-CoA, a 3-hydroxy fatty acyl-CoA, an unsaturated fatty acyl-CoA and an ultra-long-chain fatty acyl-CoA. It is a conjugate acid of a (3R,23Z,26Z,29Z,32Z)-3-hydroxyoctatriacontatetraenoyl-CoA(4-).